CC1(C(CCCC1)=O)CC=O 2-(1-Methyl-2-oxocyclohexyl)acetaldehyde